C(C=1C(C(=O)[O-])=CC=CC1)(=O)OCC1CO1 phthalic acid, Glycidyl ester